COC1=CC=C(C=C1)C1=CC=C(C=C1)C=O 4'-methoxy-[1,1'-biphenyl]-4-carbaldehyde